N-ethyl-2-(4-((1R,2S)-6-methoxy-2-(o-tolyl)-1,2,3,4-tetrahydronaphthalen-1-yl)phenyl)ethan-1-amine C(C)NCCC1=CC=C(C=C1)[C@H]1[C@H](CCC2=CC(=CC=C12)OC)C1=C(C=CC=C1)C